3-(4-bromo-2-methoxy-phenyl)-4,5-dihydro-1H-1,2,4-triazin-6-one BrC1=CC(=C(C=C1)C1=NNC(CN1)=O)OC